2-[(6-methoxy-2-benzo[d]thiazolyl)amino]-N-octylacetamide COC1=CC2=C(N=C(S2)NCC(=O)NCCCCCCCC)C=C1